FC(C1=CC(=NN1C)C1=NC(=NO1)C1(CC1)C1=NC=CC=C1C)F 5-(5-(difluoromethyl)-1-methyl-1H-pyrazol-3-yl)-3-(1-(3-methylpyridin-2-yl)cyclopropyl)-1,2,4-oxadiazole